N1=C(N=CC=C1)COC1=CC=C(C=C1)B(O)O [4-(PYRIMIDIN-2-YLMETHOXY)PHENYL]BORANEDIOL